tert-butyl-5-bromo-3-((2-(2,2,2-trifluoroacetyl)-1,2,3,4-tetrahydroisoquinolin-7-yl) carbamoyl)-1H-indazole-1-carboxylate C(C)(C)(C)OC(=O)N1N=C(C2=CC(=CC=C12)Br)C(NC1=CC=C2CCN(CC2=C1)C(C(F)(F)F)=O)=O